O\N=C(/N)\C1(CC1)C1=C(C=CC(=C1)OC)C (Z)-N'-hydroxy-1-(5-methoxy-2-methylphenyl)cyclopropane-1-carboximidamide